2-[4-(4-chloro-2-fluoro-phenyl)-2-oxo-2H-chromen-7-yl]oxy-3-methoxy-propanoic acid ClC1=CC(=C(C=C1)C1=CC(OC2=CC(=CC=C12)OC(C(=O)O)COC)=O)F